Adenosine diphosphate sodium salt [Na+].P([O-])(=O)(OP(=O)([O-])[O-])OC[C@@H]1[C@H]([C@H]([C@@H](O1)N1C=NC=2C(N)=NC=NC12)O)O.[Na+].[Na+]